C(#N)C=1C=C2C(=NC1)N(N=C2)C2=NC=C(C(=O)NC[C@H](C(C)(C)O)F)C(=C2)NC2CCC(CC2)(C)O 6-(5-cyano-1H-pyrazolo[3,4-b]pyridin-1-yl)-N-((R)-2-fluoro-3-hydroxy-3-methylbutyl)-4-(((1R,4R)-4-hydroxy-4-methylcyclohexyl)amino)nicotinamide